bis(dimethylmethoxyethyl) silyl phosphate P(=O)(OCC(OC)(C)C)(OCC(OC)(C)C)O[SiH3]